8-(2-(1H-1,2,3-triazol-1-yl)ethoxy)-3-chloro-5-isopropylisoquinoline N1(N=NC=C1)CCOC=1C=CC(=C2C=C(N=CC12)Cl)C(C)C